6-amino-1-benzyl-1H-thiophene NC1=CC=CC=C1CS1C=CC=C1